2-((4-(2-oxa-8-azaspiro[4.5]decane-8-yl)phenyl)amino)-2-oxoacetic acid C1OCCC12CCN(CC2)C2=CC=C(C=C2)NC(C(=O)O)=O